4-(3-trifluoromethylphenyl)piperazine FC(C=1C=C(C=CC1)N1CCNCC1)(F)F